allyl heptanoate (Allyl Heptanoate) C(C=C)C(C(=O)O)CCCCC.C(CCCCCC)(=O)OCC=C